CC=1C(OC=2C=CC3=C(C2C1)C=CC=C3)=O 2-methyl-3H-benzo[f]chromen-3-one